N=1CN=CC1 2H-imidazole